5-cyclopentyl-7-(3-fluoro-4-(trifluoromethyl)phenyl)-5,6,7,8-tetrahydro-2,7-naphthyridine-3-carboxylic acid C1(CCCC1)C1C=2C=C(N=CC2CN(C1)C1=CC(=C(C=C1)C(F)(F)F)F)C(=O)O